5-(6-fluoro-4-methoxy-2-((cis-4-methoxycyclohexyl)amino)pyrrolo[2,1-f][1,2,4]triazin-5-yl)-N-methylpyrazolo[1,5-a]pyridine-3-carboxamide FC=1C(=C2C(=NC(=NN2C1)N[C@@H]1CC[C@@H](CC1)OC)OC)C1=CC=2N(C=C1)N=CC2C(=O)NC